C1(CCC(CC1)NC(=O)OCC)NC(=O)OCC diethyl cyclohexane-1,4-dicarbamate